6-[(1s,2s)-2-aminocyclohexyl]-N-benzyl-7-bromo-2-chloro-thieno[3,2-d]pyrimidin-4-amine N[C@@H]1[C@H](CCCC1)C1=C(C=2N=C(N=C(C2S1)NCC1=CC=CC=C1)Cl)Br